tert-butyl 3-(2-(3-(3-((4-methyl-4H-1,2,4-triazol-3-yl)methyl)oxetan-3-yl)phenyl)-3-oxo-7-(trifluoromethyl)isoindolin-5-yl)azetidine-1-carboxylate CN1C(=NN=C1)CC1(COC1)C=1C=C(C=CC1)N1CC2=C(C=C(C=C2C1=O)C1CN(C1)C(=O)OC(C)(C)C)C(F)(F)F